C(C=1C(C(=O)O)=CC(C(=O)O)=CC1)(=O)O.C(#N)CCN1C(=NC=C1)C 1-(2-cyanoethyl)-2-methylimidazole trimellitate